CC1=NOC(=C1C=1C=CC(=NC1)NC1(COCC1)C)C 5-(3,5-dimethylisoxazol-4-yl)-N-(3-methyltetrahydrofuran-3-yl)pyridin-2-amine